NC=1C=2N(C=CN1)C(=NC2C2=CC(=C(C(=O)NC1=NC=CC=C1)C=C2)OC)[C@H]2N(CCC2)C(C#CC)=O (S)-4-(8-amino-3-(1-but-2-ynoylpyrrolidin-2-yl)imidazo[1,5-a]pyrazin-1-yl)-2-methoxy-N-(pyridin-2-yl)benzamide